ClC1=C(C=CC(=C1)NC(C)(CCO)C)C=1C(=C(C(=O)N)C=CC1)O (2-chloro-4-((4-hydroxy-2-methylbutan-2-yl)amino)phenyl)-2-hydroxybenzamide